Ethyl 4-(3,4-dichlorophenyl)-4,4-difluoro-2-methylenebutanoate ClC=1C=C(C=CC1Cl)C(CC(C(=O)OCC)=C)(F)F